5-acetyl-N-[4-[(6,7-dimethoxy-1,5-naphthyridin-4-yl)oxy]phenyl]-1-(furan-2-yl)-6-methyl-2-oxopyridine-3-carboxamide C(C)(=O)C=1C=C(C(N(C1C)C=1OC=CC1)=O)C(=O)NC1=CC=C(C=C1)OC1=CC=NC2=CC(=C(N=C12)OC)OC